vinyl-tris(1,1-dimethylpropynyloxy)silane hexadecyl-(2E)-3-(4-hydroxy-3-methoxyphenyl)-prop-2-enoate C(CCCCCCCCCCCCCCC)OC(\C=C\C1=CC(=C(C=C1)O)OC)=O.C(=C)[Si](OC(C#C)(C)C)(OC(C#C)(C)C)OC(C#C)(C)C